(R)-2-methyl-N-((R)-2,2,2-trifluoro-1-(2-fluorophenyl)ethyl)propane-2-sulfinamide CC(C)(C)[S@@](=O)N[C@@H](C(F)(F)F)C1=C(C=CC=C1)F